(S)-4-(4-(5-(3,5-difluorophenyl)-4,5-dihydro-1H-pyrazole-1-carbonyl)piperazin-1-yl)-5-fluoro-2-pyridinecarboxamide FC=1C=C(C=C(C1)F)[C@@H]1CC=NN1C(=O)N1CCN(CC1)C1=CC(=NC=C1F)C(=O)N